N1-(3-chloro-4-methoxybenzyl)-N2-(1H-pyrrolo[3,2-c]pyridin-3-yl)oxalamide ClC=1C=C(CNC(C(=O)NC2=CNC3=C2C=NC=C3)=O)C=CC1OC